O=C1CC(NC(C1)(C)C)(C)C 4-oxo-2,2,6,6-tetramethyl-piperidine